NC1=NC2=NC=C(N=C2C(N1)=O)CN(C(C(F)(F)F)=O)C1=CC=C(C(=O)N[C@@H](CCC(NCCOCCOCCNC(OC(C)(C)C)=O)=O)C(=O)OC)C=C1 (S)-Methyl 18-(4-(N-((2-amino-4-oxo-3,4-dihydropteridin-6-yl)methyl)-2,2,2-trifluoroacetamido)benzamido)-2,2-dimethyl-4,15-dioxo-3,8,11-trioxa-5,14-diazanonadecan-19-oate